OC1=CC2=C(C(C(=CO2)C2=CC=C(C=C2)O)=O)C=C1 7-hydroxy-3-(4-hydroxyphenyl)benzopyran-4-one